N-(pyrrolidin-3-yl)propanamide N1CC(CC1)NC(CC)=O